(S)-(3-aminopyrrolidin-1-yl)(5-(isochroman-6-yl)-3-methylthiophen-2-yl)methanone N[C@@H]1CN(CC1)C(=O)C=1SC(=CC1C)C=1C=C2CCOCC2=CC1